N-[(5-cyclopropyl-6-fluoropyridin-2-yl)(phenyl)methyl]-1-{2-[5-(dimethylamino)-1H-1,2,3-triazol-1-yl]acetyl}-4-fluoropyrrolidine-2-carboxamide C1(CC1)C=1C=CC(=NC1F)C(NC(=O)C1N(CC(C1)F)C(CN1N=NC=C1N(C)C)=O)C1=CC=CC=C1